3-methoxy-6-(2-methoxyphenethyl)-pyridazine COC=1N=NC(=CC1)CCC1=C(C=CC=C1)OC